FC1=CC2=C(N(C(=N2)N)C=2N=C(C3=C(N2)C(=CS3)S(=O)(=O)C)N3[C@@H](COCC3)C)C=C1 (R)-5-fluoro-1-(4-(3-methylmorpholino)-7-(methylsulfonyl)thieno[3,2-d]pyrimidin-2-yl)-1H-benzo[d]imidazol-2-amine